(4S)-N-{[(R or S)-5-chloro-6-(trifluoro-methyl)pyridin-3-yl][5-fluoro-6-(trifluoro-methyl)pyridin-2-yl]methyl}-2-oxoimidazolidine-4-carboxamide ClC=1C=C(C=NC1C(F)(F)F)C(NC(=O)[C@H]1NC(NC1)=O)C1=NC(=C(C=C1)F)C(F)(F)F